2-{methyl[6-octyl-4-(pyridin-4-yloxy)quinolin-2-yl]amino}acetic acid CN(CC(=O)O)C1=NC2=CC=C(C=C2C(=C1)OC1=CC=NC=C1)CCCCCCCC